(6-((5R,8S,9R,10R,13R,14R,17R)-10,13-dimethyl-3-oxohexadecahydro-1H-cyclopenta[a]phenanthren-17-yloxy)hexyl)-2-fluoro-5-((4-oxo-3,4-dihydrophthalazin-1-yl)methyl)benzamide C[C@@]12[C@@H]3CC[C@]4([C@@H](CC[C@@H]4[C@H]3CC[C@@H]2CC(CC1)=O)OCCCCCCC=1C(=C(C(=O)N)C=C(C1)CC1=NNC(C2=CC=CC=C12)=O)F)C